1-(2-pyridyl)propyl acetate C(C)(=O)OC(CC)C1=NC=CC=C1